C1(CC1)N1N=CC(=C1)C=1C=C(C=CC1)N(C(=O)[C@@H]1CC[C@H](CC1)NC(OC)=O)C[C@@H]1CC[C@H](CC1)C1=CC(=C(C=C1)OC)C Methyl (trans-4-((3-(1-cyclopropyl-1H-pyrazol-4-yl)phenyl)((trans-4-(4-methoxy-3-methylphenyl)cyclohexyl)methyl)carbamoyl)cyclohexyl)carbamate